The molecule is an alpha,omega dicarboxyacyl-CoA that results from the formal condensation of the thiol group of coenzyme A with one of the carboxy groups of octanedioic acid. It derives from a suberic acid. It is a conjugate acid of an octanedioyl-CoA(5-). CC(C)(COP(=O)(O)OP(=O)(O)OC[C@@H]1[C@H]([C@H]([C@@H](O1)N2C=NC3=C(N=CN=C32)N)O)OP(=O)(O)O)[C@H](C(=O)NCCC(=O)NCCSC(=O)CCCCCCC(=O)O)O